O=C1N[C@H]2[C@@H](N1)CS[C@H]2CCCCCSCCC(=O)O 3-((5-((3aS,4S,6aR)-2-Oxohexahydro-1H-thieno[3,4-d]imidazol-4-yl)pentyl)thio)propanoic acid